C(=O)O.C1(CC1)C1=CC(=C(C=C1)C=1C=2N(C(=NN1)N[C@H]1CN(CCC1)C)N=C(C2)C)OC(F)(F)F (R)-4-(4-cyclopropyl-2-(trifluoromethoxy)phenyl)-2-methyl-N-(1-methylpiperidin-3-yl)pyrazolo[1,5-d][1,2,4]triazin-7-amine formic acid salt